L-theanine oxalate C(C(=O)O)(=O)O.N[C@@H](CCC(=O)NCC)C(=O)O